tert-butyl ((1-(5-((2-chloro-3-(4-(piperidin-4-yl)butanamido)phenyl)thio)pyrazin-2-yl)-4-methylpiperidin-4-yl)methyl)carbamate ClC1=C(C=CC=C1NC(CCCC1CCNCC1)=O)SC=1N=CC(=NC1)N1CCC(CC1)(C)CNC(OC(C)(C)C)=O